[B].[Nb].[Ti].[Al].CN1N=C2[C@@H](N(CCC2=C1C=1C=NN(C1C(F)(F)F)C)C(=O)C1=C(C=C(C=C1)C)F)C (S)-(2,7-dimethyl-3-(1-methyl-5-(trifluoromethyl)-1H-pyrazol-4-yl)-2,4,5,7-tetrahydro-6H-pyrazolo[3,4-c]Pyridin-6-yl)(2-fluoro-4-methylphenyl)methanone ALUMINIUM-TITANIUM-NIOBIUM-BORON